C[C@@H]1C[C@@](C(=O)O[C@@H]2CCN(C/C=C(\\C2=O)/COC(=O)[C@]1(C)O)C)([C@@H](C)O)O The molecule is a pyrrolizine alkaloid that is produced by a hybrid species of Jacobaea. It has a role as a Jacobaea metabolite. It is an enone, a macrocyclic lactone, an organic heterobicyclic compound, a pyrrolizine alkaloid, a tertiary amino compound and a triol.